3-amino-6-methylpyridine-2-carboxylic acid ethyl ester C(C)OC(=O)C1=NC(=CC=C1N)C